C1(CC1)C=1SC(=CN1)C=1C=C(C=CC1)N(C(=O)[C@@H]1CC[C@H](CC1)OCC=O)C[C@@H]1CC[C@H](CC1)C1=CC(=C(C=C1)OC)C trans-N-(3-(2-cyclopropylthiazol-5-yl)phenyl)-N-((trans-4-(4-methoxy-3-methylphenyl)cyclohexyl)methyl)-4-(2-oxoethoxy)cyclohexanecarboxamide